C(C)(=O)NC=1C=C(C(=O)NCCOC2=C(C=C(C=C2)C(F)(F)F)F)C=C(N1)C 2-acetamido-N-(2-(2-fluoro-4-(trifluoromethyl)phenoxy)ethyl)-6-methylisonicotinamide